6-Methoxy-2-[2-(4-methoxyphenyl)ethyl]chromone COC=1C=C2C(C=C(OC2=CC1)CCC1=CC=C(C=C1)OC)=O